N1N=NC(=C1)C(=O)O.C(C)(C)C=1N(C=NN1)C1=CC=CC=C1 5-isopropyl-4-phenyl-4H-1,2,4-triazole (triazolate)